N1C=CC2=C(C=CC=C12)CN1C(C(=CC(=C1)C(=O)NC1CC1)C(=O)NC)=O 1-((1H-indol-4-yl)methyl)-N5-cyclopropyl-N3-methyl-2-oxo-1,2-dihydropyridine-3,5-dicarboxamide